tert-butyl 4-(N'-(2-hydroxy-3-(piperidin-1-yl)propoxy)carbamimidoyl)-4-methylpiperidine-1-carboxylate tert-Butyl-4-(N'-hydroxycarbamimidoyl)-4-methylpiperidine-1-carboxylate C(C)(C)(C)OC(=O)N1CCC(CC1)(C)C(N)=NO.OC(CON=C(N)C1(CCN(CC1)C(=O)OC(C)(C)C)C)CN1CCCCC1